C(C)(C)S(=O)(=O)N1N=CC(=C1)N1C(N=CC=C1N)N 3-(1-isopropylsulfonyl-1H-pyrazol-4-yl)pyrimidin-2,4-diamine